Dimethyl phosphoroamidite chloride [Cl-].P(OC)(OC)N